N-hydroxy-3-((2-(2-hexyl-4,5-dihydro-1H-imidazol-1-yl)ethyl)amino)propanamide ONC(CCNCCN1C(=NCC1)CCCCCC)=O